ClC=1C=CC(=NC1)C=1N=C(C=2N(C1)N=C(N2)O[C@H](COC)C)C=2C=NN(C2)C (S)-6-(5-chloropyridinyl)-2-((1-methoxypropane-2-yl)oxy)-8-(1-methyl-1H-pyrazol-4-yl)-[1,2,4]triazolo[1,5-a]pyrazine